((1-(2-(tert-butylamino)-2-oxoethyl)piperidin-4-yl)methyl)-3-chloro-5-fluorobenzamide hydrochloride Cl.C(C)(C)(C)NC(CN1CCC(CC1)CC1=C(C(=O)N)C=C(C=C1Cl)F)=O